C(=O)(O)CN1CN(C=C1)CC(=O)O 1,3-dicarboxymethyl-imidazole